4-(3-azabicyclo[3.1.1]heptan-6-yl)-2-(2,6-dioxopiperidin-3-yl)-7-fluoroisoindoline-1,3-dione C12CNCC(C1C1=C3C(N(C(C3=C(C=C1)F)=O)C1C(NC(CC1)=O)=O)=O)C2